NC=1SC2=C(N1)C=CC(=C2)C2=NN(C(=C2)C2=CC=CC=C2)CC2=CC=C(C(=O)NO)C=C2 4-{[3-(2-aminobenzo[d]thiazol-6-yl)-5-phenyl-1H-pyrazol-1-yl]methyl}-N-hydroxybenzamide